dichloro[2,6-bis[4-(R)-isopropyl-2-oxazolyl]pyridine] cobalt [Co].ClC=1C=C(C(=NC1C=1OC=C(N1)C(C)C)C=1OC=C(N1)C(C)C)Cl